4-((2-methoxy-3-(1-methyl-1H-1,2,4-triazol-3-yl)phenyl)amino)pyridazine-3-carboxylic acid zinc [Zn].COC1=C(C=CC=C1C1=NN(C=N1)C)NC1=C(N=NC=C1)C(=O)O